(S)-2-((1-(tert-butoxycarbonyl)piperidin-3-yl)amino)-10-methyl-5,6-dihydropyrimido[5,4-g]indolizine-9-carboxylic acid C(C)(C)(C)OC(=O)N1C[C@H](CCC1)NC=1N=CC=2CCN3C=C(C(=C3C2N1)C)C(=O)O